agmatine taurate salt NCCS(=O)(=O)O.NC(NCCCCN)=N